2-(piperidin-4-yloxy)ethane-1-ol N1CCC(CC1)OCCO